FC12CC(C1)(C2)CNCC=2NC1=CC(=CC=C1C2)CN2N=NC(=C2)C2=C1C=NNC1=CC(=C2)N 4-(1-((2-((((3-fluorobicyclo[1.1.1]pentan-1-yl)methyl)amino)methyl)-1H-indol-6-yl)Methyl)-1H-1,2,3-triazol-4-yl)-1H-indazol-6-amine